CC=1C(=NC(=NC1)C=1C=C(C(=O)NC2=CC=C(C=C2)OCCC2=CC=CC=C2)C=CC1)NS(=O)(=O)C 3-(5-Methyl-4-(methylsulfonamido)pyrimidin-2-yl)-N-(4-phenethoxyphenyl)benzamide